[(1R,2S,4R)-2-Hydroxy-4-{[5-({4-[(2-iodophenoxy)methyl]-2-thienyl}carbonyl)pyrimidin-4-yl]amino}cyclopentyl]methyl sulfamate S(N)(OC[C@@H]1[C@H](C[C@@H](C1)NC1=NC=NC=C1C(=O)C=1SC=C(C1)COC1=C(C=CC=C1)I)O)(=O)=O